N-benzyl-2'-hydroxy-[1,1'-biphenyl]-2-sulfonamide C(C1=CC=CC=C1)NS(=O)(=O)C=1C(=CC=CC1)C1=C(C=CC=C1)O